tert-butyl 4-((3-(tert-butoxycarbonyl)phenyl)amino)-4-(2-(imino(pyrimidin-4-yl)methyl)hydrazine-1-carbonyl)piperidine-1-carboxylate C(C)(C)(C)OC(=O)C=1C=C(C=CC1)NC1(CCN(CC1)C(=O)OC(C)(C)C)C(=O)NNC(C1=NC=NC=C1)=N